C(C=C)N1N(C2=NC(=NC=C2C1=O)NC=1C=C2C(=NC1)N(N=C2)C(C)C)C2=NC(=CC=C2)OC2CCNCC2 2-allyl-6-((1-isopropyl-1H-pyrazolo[3,4-b]pyridin-5-yl)amino)-1-(6-(piperidin-4-yloxy)pyridin-2-yl)-1,2-dihydro-3H-pyrazolo[3,4-d]pyrimidin-3-one